BrC1=C(C=CC=C1)NC1=NC(=NC=C1C(=O)N)NC1=C(C=C2CCN(CC2=C1)C1COC1)OC 4-[(2-bromophenyl)amino]-2-{[6-methoxy-2-(oxetan-3-yl)-1,2,3,4-tetrahydroisoquinolin-7-yl]amino}pyrimidine-5-carboxamide